C(C)C1=C(NC2=CC=C(C=C12)C1=CC=C(C=C1)N1CCN(CC1)C)C1=C2C(=NC=C1)NN=C2 4-(3-ethyl-5-(4-(4-methylpiperazin-1-yl)phenyl)-1H-indol-2-yl)-1H-pyrazolo[3,4-b]pyridine